COC1=CC(=NN1C)C(=O)N1CC=2N=C(SC2C1)NC(=O)C=1C=NC(=CC1C1=C(C=CC=C1)OC)C N-[5-(5-methoxy-1-methyl-1H-pyrazole-3-carbonyl)-4H,5H,6H-pyrrolo[3,4-d][1,3]thiazol-2-yl]-4-(2-methoxyphenyl)-6-methylpyridine-3-carboxamide